2-ETHYL-1,2,6,7,12,12B-HEXAHYDRO-INDOLO[2,3-A]QUINOLIZINE-3-CARBALDEHYDE C(C)C1C(=CN2CCC3=C(C2C1)NC1=CC=CC=C13)C=O